N1C=NC2=C1C=CC(=C2)C2=CC=C(C=C2)C=2N=NNC2C(=O)O 4-(4-(1H-benzo[d]imidazol-5-yl)phenyl)-1H-1,2,3-triazole-5-carboxylic acid